C1(CC1)CN1C=C(C2=NN(C(C(=C21)C2=CC=C(C=C2)OC(F)F)=O)C2=CC1=CN(N=C1C=C2)C)I 5-(cyclopropylmethyl)-4-(4-(difluoromethoxy)phenyl)-7-iodo-2-(2-methyl-2H-indazol-5-yl)-2,5-dihydro-3H-pyrrolo[3,2-c]pyridazin-3-one